C1=CC=CC2=CC=3C(C4=CC5=CC=CC=C5C=C4C(C3C=C12)=O)=O 6,13-pentacenequinone